C1(CCCC1)CC=1NC=NN1 5-(cyclopentylmethyl)-4H-1,2,4-triazole